2-(2-methylpropanoylamino)benzamide CC(C(=O)NC1=C(C(=O)N)C=CC=C1)C